N-(4-(4-amino-1-(4-(hydroxymethyl)cyclohexyl)-1H-pyrazolo[4,3-c]pyridin-3-yl)benzyl)-5-fluoro-2-methoxybenzamide NC1=NC=CC2=C1C(=NN2C2CCC(CC2)CO)C2=CC=C(CNC(C1=C(C=CC(=C1)F)OC)=O)C=C2